5-(5-Fluoro-1-methyl-1H-pyrazol-4-yl)-2-{5-[methyl(2,2,6,6-tetramethylpiperidin-4-yl)amino][1,3]thiazolo[5,4-d][1,3]thiazol-2-yl}phenol Hydrochlorid Cl.FC1=C(C=NN1C)C=1C=CC(=C(C1)O)C=1SC=2N=C(SC2N1)N(C1CC(NC(C1)(C)C)(C)C)C